7-amino-N-[(2R)-5-cyano-6-{3,8-diazabicyclo[3.2.1]octan-3-yl}-8-fluoro-1,2,3,4-tetrahydronaphthalen-2-yl]-3-methylthieno[2,3-b]pyrazine-6-carboxamide NC1=C(SC2=NC(=CN=C21)C)C(=O)N[C@H]2CC1=C(C=C(C(=C1CC2)C#N)N2CC1CCC(C2)N1)F